BrC1=C(C(=NC=C1)NC1=CC(CC(C1)(C)C)=O)C(=C)C1=CC=CC=C1 3-((4-bromo-3-(1-phenylvinyl)pyridin-2-yl)amino)-5,5-dimethylcyclohex-2-en-1-one